O[C@H](C(=O)[O-])CO (S)-2,3-dihydroxypropanoate